(1R,3R)-N-(6-((S)-1-cyanospiro[2.2]pentan-1-yl)isoquinolin-3-yl)-2-ethyl-3-(1-methyl-1H-pyrazol-4-yl)cyclopropane-1-carboxamide C(#N)[C@]1(CC12CC2)C=2C=C1C=C(N=CC1=CC2)NC(=O)[C@@H]2C([C@H]2C=2C=NN(C2)C)CC